ClC1=CC(=C(C=C1)C1=CC=C(C=C1)C1CN(C1)C(=O)N1C[C@H](CC1)C(=O)N)S(=O)(=O)C (3S)-1-[3-[4-(4-Chloro-2-methylsulfonyl-phenyl)phenyl]azetidine-1-carbonyl]pyrrolidine-3-carboxamide